ClC1=C2C=C(NC2=CC=C1Cl)C(=O)N1CC2(C1)CN(CC2)C(C)=O 1-(2-(4,5-dichloro-1H-indole-2-carbonyl)-2,6-diazaspiro[3.4]octan-6-yl)ethan-1-one